C1(CC1)OC1=NC2=CC(=CC(=C2N=C1)C=1SC2=C(N1)C(=CC(=C2)OCCNS(=O)(=O)C2=CC=C(C=C2)F)C)C N-(2-((2-(2-cyclopropoxy-7-methylquinoxalin-5-yl)-4-methylbenzo[d]thiazol-6-yl)oxy)ethyl)-4-fluorobenzenesulfonamide